C1(=CC=CC=C1)C=1N=C(N(C1)COCC[Si](C)(C)C)C1COC2=CC=C(C=C2C1)OC1=CC(=NC=C1)N 4-[3-[4-phenyl-1-(2-trimethylsilylethoxymethyl)imidazol-2-yl]chroman-6-yl]oxypyridin-2-amine